C1(CC2C(CC1)O2)CC[Si](OC)(C)C (3,4-epoxycyclohexyl)ethyl-dimethylmethoxysilane